N1N=C(C=C1)C1CN(C1)C(=O)OC(C)(C)C tert-butyl 3-(1H-pyrazol-3-yl)azetidine-1-carboxylate